C1(CC1)C(=O)N1CCN(CC1)C=1C=2N(C=C(C1)S(=O)(=O)NC1(CC1)C)C(=CN2)C=2SC(=NN2)C(F)F 8-(4-(cyclopropanecarbonyl)piperazin-1-yl)-3-(5-(difluoromethyl)-1,3,4-thiadiazol-2-yl)-N-(1-methylcyclopropyl)imidazo[1,2-a]pyridine-6-sulfonamide